(2R,4aR)-10-bromo-11-chloro-9-fluoro-2-methyl-6-(methyl-d3)-5-oxo-1,2,4,4a,5,6-hexahydro-3H-Pyrazino[1',2':4,5]pyrazino[2,3-c]quinoline-3-carboxylic acid tert-butyl ester C(C)(C)(C)OC(=O)N1C[C@H]2N(C3=C(C=NC=4C(=C(C(=CC34)Cl)Br)F)N(C2=O)C([2H])([2H])[2H])C[C@H]1C